4-[(3S)-3-amino-3-methylpyrrolidin-1-yl]-N-{bicyclo[1.1.1]pentan-1-yl}-6-cyano-5-(3,5-difluorophenyl)pyridine-3-carboxamide N[C@@]1(CN(CC1)C1=C(C=NC(=C1C1=CC(=CC(=C1)F)F)C#N)C(=O)NC12CC(C1)C2)C